C(C)(C)(C)OC(=O)N1CCC(CC1)CCCCCC#CC=1C=C2C(N(C(C2=C(C1)NC(C)=O)=O)[C@H](CS(=O)(=O)C)C1=CC(=C(C=C1)OC)OCC)=O (S)-4-(7-(7-acetamido-2-(1-(3-ethoxy-4-methoxyphenyl)-2-(methylsulfonyl)ethyl)-1,3-dioxoisoindolin-5-yl)hept-6-yn-1-yl)piperidine-1-carboxylic acid tert-butyl ester